C(C)(C)(C)OC(=O)NC[C@@H]1[C@H]([C@H](N(C1)C(=O)OC(C)(C)C)CNC(=O)C=1NC2=CC=CC=C2C1C1=CC=C(C=C1)F)O tert-butyl (2R,3R,4S)-4-(((tert-butoxycarbonyl)amino)methyl)-2-((3-(4-fluorophenyl)-1H-indole-2-carboxamido)methyl)-3-hydroxypyrrolidine-1-carboxylate